C(#N)C1=CC(=C(C=N1)C(=O)NC=1SC=2C(=NC=C(N2)C2=CC=C(C=C2)C#N)N1)C1=C(C=CC(=C1)C#N)OC 6-cyano-4-(5-cyano-2-methoxyphenyl)-N-(6-(4-cyanophenyl)thiazolo[4,5-b]pyrazin-2-yl)pyridine-3-carboxamide